iodate I(=O)(=O)[O-]